disodium dodecyl-(sulfonatophenoxy)benzenesulfonate C(CCCCCCCCCCC)C=1C(=C(C=CC1)S(=O)(=O)[O-])OC1=C(C=CC=C1)S(=O)(=O)[O-].[Na+].[Na+]